CC1(OC2=C(O1)C=CC=C2)C 2,2-dimethyl-(benzo[d][1,3]dioxol)